C1C=CCOO1 4-dioxane